O1SNCC2=C1C=CC=C2 DIHYDROBENZO[E][1,2,3]OXATHIAZINE